C(CCCCC\C=C\CCCCC)=O (E)-7-tridecenal